nitrocarbazone [N+](=O)([O-])NNC(=O)N=N